3-(N-morpholinyl)-2-hydroxypropyl-sulfonic acid N1(CCOCC1)CC(CS(=O)(=O)O)O